CC(CC=1OC(=CN1)C(CC(C(=O)[O-])=O)=O)C 4-[2-(2-Methylpropyl)-1,3-oxazol-5-yl]-2,4-dioxobutanoate